(R)-9-((4-((1-(3-bromophenyl)-ethyl)amino)-6-methoxy-2-methylquinazolin-7-yl)oxy)nonanoic acid BrC=1C=C(C=CC1)[C@@H](C)NC1=NC(=NC2=CC(=C(C=C12)OC)OCCCCCCCCC(=O)O)C